CN(CCCNC1=NC(=NC2=CC=CC=C12)NC1=CC=C(C=C1)OC)C N4-(3-(dimethylamino)propyl)-N2-(4-methoxyphenyl)quinazoline-2,4-diamine